CN1[C@@H](CCC1)COC1=CC=C2CCC3(C2=C1)CCC(CC3)C(=O)O 6'-{[(2s)-1-methylpyrrolidin-2-yl]methoxy}-2',3'-dihydrospiro[cyclohexane-1,1'-indene]-4-carboxylic acid